4-(biphenyl-4-yl-phenyl-amino)-2-{4-(biphenyl-4-yl-phenyl-amino)-phenyl}-benzoxazole C1(=CC=C(C=C1)N(C1=CC=CC2=C1N=C(O2)C2=CC=C(C=C2)N(C2=CC=CC=C2)C2=CC=C(C=C2)C2=CC=CC=C2)C2=CC=CC=C2)C2=CC=CC=C2